CC(C)(C1=CC=C(C=C1)OC1=C2C(OC(C2=CC=C1)=O)=O)C1=CC=C(C=C1)OC1=C2C(OC(C2=CC=C1)=O)=O 5'-((propane-2,2-diylbis(1,4-phenylene))bis(oxy))bis(isobenzofuran-1,3-dione)